ethyl 2-(2-((5-(3-(aminomethyl)phenyl)-2-(2-methoxyethyl)benzofuran-3-yl)methoxy)phenyl)acetate NCC=1C=C(C=CC1)C=1C=CC2=C(C(=C(O2)CCOC)COC2=C(C=CC=C2)CC(=O)OCC)C1